FC1=CC=C(C=C1)CN1NNC(C1)CCC(=O)N1C(C(C2=CC=CC(=C12)OC)=O)=O 1-(3-{1-[(4-fluorophenyl)methyl]-1,2,3-triazacyclopent-4-yl}propionyl)-7-methoxyindole-2,3-dione